ClC=1C(=NC(=NC1)N1CCNCCC1)N1CC(C1)C(=O)NCC1=CN=C2N1C=CC=C2 1-[5-chloro-2-(1,4-diazepan-1-yl)pyrimidin-4-yl]-N-{imidazo[1,2-a]pyridin-3-ylmethyl}azetidine-3-carboxamide